OCCCOC1=CC2=C(C=C(C(O2)=O)C(=O)NC2=CC=CC=C2)C=C1OC 7-(3-hydroxypropoxy)-6-methoxy-2-oxo-N-phenyl-2H-benzopyran-3-carboxamide